NC1=NC=C(C(=N1)C(F)F)C1=NC(=NC(=N1)N1CCOCC1)N1CCN(CC1)C(CC1CCN(CC1)C(C=C(C)C)=O)=O 1-(4-(2-(4-(4-(2-amino-4-(difluoromethyl)pyrimidin-5-yl)-6-morpholino-1,3,5-triazin-2-yl)piperazin-1-yl)-2-oxoethyl)piperidin-1-yl)-3-methylbut-2-en-1-one